BrC=1C=2N(C=C(C1)OC)N=CC2 4-bromo-6-methoxy-pyrazolo[1,5-a]pyridine